5-(5-(cyclopropylcarbamoyl)-4-fluoro-2-methylphenyl)-2-((1-hydroxy-2-methylpropan-2-yl)amino)-N-methyl-N-(oxetan-3-yl)nicotinamide C1(CC1)NC(=O)C=1C(=CC(=C(C1)C=1C=NC(=C(C(=O)N(C2COC2)C)C1)NC(CO)(C)C)C)F